2-(3-bromo-2-chloro-phenyl)-4-methoxy-pyrimidine-5-carbaldehyde BrC=1C(=C(C=CC1)C1=NC=C(C(=N1)OC)C=O)Cl